OC1=C(C=C2C=CC3=CC=CC4=CC=C1C2=C34)O 1,2-dihydroxypyrene